C(C(C)C)N(C1CCN(CC1)C1=CC=C(C=C1)NC1=NC=CC(=N1)NC1=NC(=NC=C1)C1=NC(=CC=C1)C)C N2-[4-[4-[isobutyl(methyl)amino]-1-piperidyl]phenyl]-N4-[2-(6-methyl-2-pyridyl)pyrimidin-4-yl]pyrimidine-2,4-diamine